CC1=CC(=NC=N1)N1C[C@H]2CC[C@@H](C1)C2NC2=NN1C([C@H](CCC1)OC1=C(C(=C(C=C1)F)F)F)=N2 (S)-N-((1R,5S,8S)-3-(6-methylpyrimidin-4-yl)-3-azabicyclo[3.2.1]oct-8-yl)-8-(2,3,4-trifluorophenoxy)-5,6,7,8-tetrahydro-[1,2,4]triazolo[1,5-a]pyridin-2-amine